C(C)(C)(C)OC(=O)OC(=O)OC(C)(C)C.CC(CC)C1=C(C=CC(=N1)N(C(OC(C)(C)C)=O)C(=O)OC(C)(C)C)C#N tert-Butyl N-[6-(butan-2-yl)-5-cyanopyridin-2-yl]-N-[(tert-butoxy)carbonyl]carbamate Di-tert-butyl-dicarbonate